1-((4-(trifluoromethoxy)phenyl)sulfonyl)pyrrolidine 4-ethylpyrrolidine-1-carboxylate C(C)C1CCN(C1)C(=O)O.FC(OC1=CC=C(C=C1)S(=O)(=O)N1CCCC1)(F)F